C(C)(C)(C)OC(=O)N(NC(=O)OC(C)(C)C)C(CO)(C)C 1-(1-hydroxy-2-methylpropan-2-yl)hydrazine-1,2-dicarboxylic acid di-tert-butyl ester